NN1C(NC(=C(C1=O)N1CCN(CC1)C(=O)OC(C)(C)C)CC)=N tert-butyl 4-(1-amino-4-ethyl-2-imino-6-oxo-3H-pyrimidin-5-yl)piperazine-1-carboxylate